(4aR,5S,6aS)-4,4a,4b,5,6,6a,9,9a,9b,10-decahydro-5-hydroxy-4a,6a-dimethyl-1H-indeno[5,4-f]-quinoline-2,7(3H,8H)-dione O[C@H]1C[C@@]2(C(CCC2C2C1[C@]1(CCC(NC1=CC2)=O)C)=O)C